acetyl-agmatine C(C)(=O)NCCCCNC(N)=N